FC1=CC(=C(C=C1)C1=C2C=NN(C2=CC(=C1)C1CN(C1)CC1CCC(CC1)NS(=O)(=O)CC)C)C(=O)N1[C@@H](COCC1)C N-[(1r,4r)-4-{[3-(4-{4-fluoro-2-[(3R)-3-methylmorpholine-4-carbonyl]phenyl}-1-methyl-1H-indazol-6-yl)azetidin-1-yl]methyl}cyclohexyl]ethane-1-sulfonamide